6-bromo-7-methoxy-2-(4-((2-methoxyethoxy)methoxy)-3-nitrophenyl)-3,4-dihydroisoquinolin-1(2H)-one BrC=1C=C2CCN(C(C2=CC1OC)=O)C1=CC(=C(C=C1)OCOCCOC)[N+](=O)[O-]